3-(2-fluoro-3-((N-methylsulfamoyl)amino)benzyl)-2-oxo-3,4-dihydro-2H-benzo[e][1,3]oxazin-7-yl cyclopropanecarboxylate C1(CC1)C(=O)OC1=CC2=C(CN(C(O2)=O)CC2=C(C(=CC=C2)NS(NC)(=O)=O)F)C=C1